(R)-1-(3-(difluoromethoxy)phenyl)-3-(1,1-difluoropropan-2-yl)-N-(4-methyl-1,1-dioxidotetrahydro-2H-thiopyran-4-yl)-2-oxo-2,3-dihydro-1H-benzo[d]imidazole-5-carboxamide FC(OC=1C=C(C=CC1)N1C(N(C2=C1C=CC(=C2)C(=O)NC2(CCS(CC2)(=O)=O)C)[C@@H](C(F)F)C)=O)F